1-benzyl-1,4-azaphosphinane 4-oxide C(C1=CC=CC=C1)N1CCP(CC1)=O